[N+](=O)([O-])C1=C(C=CC=C1)[O-].[Na+] Sodium nitrophenolate